CS(=O)(=O)CC1=CN=C(O1)C1=CC=CC=C1 5-((methylsulfonyl)methyl)-2-phenyloxazole